2-cyano-3-(3,4-dimethoxyphenyl)acrylic acid C(#N)C(C(=O)O)=CC1=CC(=C(C=C1)OC)OC